C1=C(C=CC=2C3=CC=CC=C3NC12)CC(=O)NCC=1C=C(C=CC1)C1=CC=C(C=C1)F 2-(9H-carbazol-2-yl)-N-((4'-fluoro-[1,1'-biphenyl]-3-yl)methyl)acetamide